N-(6-(3-(5-Acetamido-1,3,4-thiadiazol-2-yl)piperidin-1-yl)pyridazin-3-yl)-2-(3-(trifluoromethoxy)phenyl)acetamide C(C)(=O)NC1=NN=C(S1)C1CN(CCC1)C1=CC=C(N=N1)NC(CC1=CC(=CC=C1)OC(F)(F)F)=O